OCC1=CC(=C2N=C(C(NC2=C1)=O)C)NC1=CC=CC=C1 7-(Hydroxymethyl)-3-methyl-5-(phenylamino)quinoxalin-2(1H)-one